COC(CCCCCCCCC\C=C/CCO)OC (3Z)-14,14-dimethoxy-3-tetradecen-1-ol